(E)-1-((2s,5r)-5-((5-(cyclopropylmethyl)-7H-pyrrolo[2,3-d]pyrimidin-4-yl)amino)-2-methylpiperidin-1-yl)-4-(dimethylamino)but-2-en-1-one (2-heptyl)pyrophosphate CC(CCCCC)OP(O)(=O)OP(=O)(O)O.C1(CC1)CC1=CNC=2N=CN=C(C21)N[C@@H]2CC[C@@H](N(C2)C(\C=C\CN(C)C)=O)C